C(C1=CC=CC=C1)OC1=C(/C=C/C=2SC(=C3C2OCCO3)C=O)C=CC(=C1)N(CCO[Si](C1=CC=CC=C1)(C1=CC=CC=C1)C(C)(C)C)CCO[Si](C1=CC=CC=C1)(C1=CC=CC=C1)C(C)(C)C (E)-7-[2-(benzyloxy)-4-[bis[2-[(tert-butyldiphenylsilyl)oxy]ethyl]amino]styryl]-2,3-dihydrothieno[3,4-b][1,4]dioxin-5-carbaldehyde